trans-3-phenyl-cyclobutylamine C1(=CC=CC=C1)[C@@H]1C[C@H](C1)N